1-(2,4,6-trifluoro-phenyl)-1H-[1,2,3]triazole-4-carboxylic acid ethyl ester C(C)OC(=O)C=1N=NN(C1)C1=C(C=C(C=C1F)F)F